cis-2-(4-Amino-1,2,5-oxadiazol-3-carbonyl)-N-(4-fluoro-3-methylphenyl)-7-methyl-2,3,3a,4,10,10a-hexahydro-1H,7H-dipyrrolo[3,4-b:3',4'-f][1,4,5]oxathiazocin-8-carboxamid-5,5-dioxid NC=1C(=NON1)C(=O)N1C[C@H]2NS(C=3C(OC[C@H]2C1)=C(N(C3)C)C(=O)NC3=CC(=C(C=C3)F)C)(=O)=O